NN([C@@H](CC1=CC=CC=C1)C(=O)O)N diaminophenylalanine